5-(3,8-diazabicyclo[3.2.1]octan-8-yl)-2-(2,6-dioxopiperidin-3-yl)-4,6-difluoroisoindol C12CNCC(CC1)N2C2=C(C1=CN(C=C1C=C2F)C2C(NC(CC2)=O)=O)F